CNC N-methyl-methanamine